N1([13CH3])[13C](=O)N([13CH3])C=2N=CN(C)C2C1=O Caffeine-13C3